2-(2-fluoro-4-(2-((5-(1-(methyl-d3)-1H-pyrazol-3-yl)benzo[d]thiazol-2-yl)amino)-2-oxoethyl)phenoxy)pyridine-3-carboxamide FC1=C(OC2=NC=CC=C2C(=O)N)C=CC(=C1)CC(=O)NC=1SC2=C(N1)C=C(C=C2)C2=NN(C=C2)C([2H])([2H])[2H]